N-(hydroxyethyl)pyrrolidone OCCN1C(CCC1)=O